O=C1NC(CCC1NC(=O)C1=C(SC2=C1CC(N2C)C)C)=O N-(2,6-dioxopiperidin-3-yl)-2,5,6-trimethyl-4H-thieno[3,2-d]pyrrole-3-carboxamide